spiro[2.5]oct-5-en-6-ylboronic acid C1CC12CC=C(CC2)B(O)O